2-CYCLOHEXYLETHENYLBORONIC ACID C1(CCCCC1)C=CB(O)O